C1(=CC=CC=C1)C1=CC=C(C=C1)C(C(C=C)(C)C)=O 1-(4-phenylphenyl)-2,2-dimethylbut-3-en-1-one